4-[4-(4-methoxyphenyl)piperidin-1-yl]-1-methyl-2-oxo-7-(2-oxopyrrolidin-1-yl)-1,2-dihydroquinoline-3-carbonitrile COC1=CC=C(C=C1)C1CCN(CC1)C1=C(C(N(C2=CC(=CC=C12)N1C(CCC1)=O)C)=O)C#N